[6-[(5-cyclobutyl-1H-pyrazol-3-yl)methyl]-2,6-diazaspiro[3.3]heptan-2-yl]-[6-(3-cyclopropyl-1H-1,2,4-triazol-5-yl)-2-azaspiro[3.3]heptan-2-yl]methanone C1(CCC1)C1=CC(=NN1)CN1CC2(CN(C2)C(=O)N2CC3(C2)CC(C3)C3=NC(=NN3)C3CC3)C1